tert-butyl 4-(9-(1-bromoethyl)-4,7-dimethyl-5-oxo-4,5-dihydroimidazo[1,5-a]quinazolin-3-yl)piperidine-1-carboxylate BrC(C)C=1C=C(C=C2C(N(C=3N(C12)C=NC3C3CCN(CC3)C(=O)OC(C)(C)C)C)=O)C